2-[3-(3-fluoroazetidin-1-yl)phenyl]-2-methoxy-N-[5-[[(3R)-1-(1,2,4-triazin-3-yl)pyrrolidin-3-yl]amino]-1,3,4-thiadiazol-2-yl]acetamide FC1CN(C1)C=1C=C(C=CC1)C(C(=O)NC=1SC(=NN1)N[C@H]1CN(CC1)C=1N=NC=CN1)OC